COCC(=O)N1C2(C3=CC=CC=C3CC1)CCCCC2 2'-(2-methoxyacetyl)-2',3'-dihydro-4'H-spiro[cyclohexane-1,1'-isoquinoline]